S1C(=CC=C1)C=1C=C(C=C(C1)C=1SC=CC1)[C@@H](C(F)(F)F)NC(C1=C(C=CC(=C1)OCCN(C)C)C)=O (S)-N-(1-(3,5-di(thiophen-2-yl)phenyl)-2,2,2-trifluoroethyl)-5-(2-(dimethylamino)ethoxy)-2-methylbenzamide